C(\C=C\C=C\C)(=S)O thiosorbic acid